C(C1=CN=CC=C1)(=O)OCCN1C(N(C=2N=CN(C2C1=O)CCC)C)=O 2-(3-methyl-2,6-dioxo-7-propyl-2,3,6,7-tetrahydro-1H-purin-1-yl)ethyl nicotinate